tert-butyl-4-((7-methyl-4-oxo-3,4-dihydroquinazolin-6-yl)oxy)piperidine C(C)(C)(C)N1CCC(CC1)OC=1C=C2C(NC=NC2=CC1C)=O